CC1N(CCOC1)CCCOC1=CC=C(OC2=CC(=CC=3N2C=NC3)C(=O)O)C=C1 5-[4-[3-(3-methylmorpholin-4-yl)propoxy]phenoxy]imidazo[1,5-a]pyridine-7-carboxylic acid